CC1(CN2C(OC1)=C(C=N2)NC(C2=CC(=C(C=C2)C)C#CC=2C=NC=CC2)=O)C N-{6,6-dimethyl-5H,6H,7H-pyrazolo[3,2-b][1,3]oxazin-3-yl}-4-methyl-3-[2-(pyridin-3-yl)ethynyl]benzamide